C1=CC=CC=2C3=CC=CC=C3C(C12)COC(=O)N[C@H](C(=O)O)C1=CC=CC=C1 N-[(9H-fluoren-9-ylmethoxy)carbonyl]-L-2-phenylglycine